ClC1=C2CCC(C2=CC=C1)=N[S@](=O)C(C)(C)C (R)-N-(4-chloro-2,3-dihydro-1H-inden-1-ylidene)-2-methylpropane-2-sulfinamide